5-trifluoromethyl-3-[2-pyridyl]pyrazole FC(C1=CC(=NN1)C1=NC=CC=C1)(F)F